C1CCCCCC(CCCC1)N2CCC/C=C\CCCCN2 diazabicycloundec-7-ene